ClC1=CC=C(C=C1)NC1=NN(C(=N1)N)S(=O)(=O)C1=CC2=CC=CC=C2C=C1 N3-(4-chlorophenyl)-1-(2-naphthylsulfonyl)-1,2,4-triazole-3,5-diamine